(R)-dimethyl((6-(1-methyl-1H-imidazol-5-yl)-4-(3-methylmorpholino)pyridin-2-yl)imino)-λ6-sulfanone CS(=O)(=NC1=NC(=CC(=C1)N1[C@@H](COCC1)C)C1=CN=CN1C)C